FC=1C(=C(C=CC1F)C=1C=CC=2N(C1)C(=CN2)CN(C(OC(C)(C)C)=O)C)OCCC=2C(=NN(C2C)C)C(C(C)(C)C)O tert-butyl ((6-(3,4-difluoro-2-(2-(3-(1-hydroxy-2,2-dimethylpropyl)-1,5-dimethyl-1H-pyrazol-4-yl)ethoxy)phenyl)imidazo[1,2-a]pyridin-3-yl)methyl)(methyl)carbamate